FC1=CC(=C(C=C1)C=1C2=C(C(=NC1OS(=O)(=O)C(F)(F)F)C=1C=C3CCN(CC3=CC1)C(=O)OC(C)(C)C)CCC2)OC tert-butyl 6-[4-(4-fluoro-2-methoxy-phenyl)-3-(trifluoromethylsulfonyloxy)-6,7-dihydro-5H-cyclopenta[c]pyridin-1-yl]-3,4-dihydro-1H-isoquinoline-2-carboxylate